5-[2-methyl-4-[2-methyl-6-(2,2,2-trifluoroacetyl)spiro[3,4-dihydropyrrolo-[1,2-a]pyrazine-1,4'-piperidine]-1'-carbonyl]phenyl]pyridine-2-carbonitrile CC1=C(C=CC(=C1)C(=O)N1CCC2(CC1)C=1N(CCN2C)C(=CC1)C(C(F)(F)F)=O)C=1C=CC(=NC1)C#N